titanium silicon-iron [Fe].[Si].[Ti]